para-anisyl acetoacetate C(CC(=O)C)(=O)OCC1=CC=C(C=C1)OC